NC1=NC=C(C(=N1)OC(C)C)C(=O)OC methyl 2-amino-4-isopropoxypyrimidine-5-carboxylate